[Cl].Cl hydrogen chloride chlorine